(1H-imidazol-1-yl)(7-(3-(2-methoxypyridin-3-yl)pyrazolo[1,5-a]pyrimidin-5-yl)-4,7-diazaspiro[2.5]octan-4-yl)methanone N1(C=NC=C1)C(=O)N1C2(CC2)CN(CC1)C1=NC=2N(C=C1)N=CC2C=2C(=NC=CC2)OC